(S)-1-(2-chloro-6-fluorophenyl)ethan-1-amine ClC1=C(C(=CC=C1)F)[C@H](C)N